CC(=CCC/C(=C/CC/C(=C/CC/C(=C/CC/C(=C/CC/C(=C/CC/C(=C/CC/C(=C/CC1=C(C(=CC(=C1)C(=O)O)OC)O)/C)/C)/C)/C)/C)/C)/C)C The molecule is a 3-methoxy-4-hydroxy-5-all-trans-polyprenylbenzoic acid in which the polyprenyl component is specified as octaprenyl. It is a conjugate acid of a 3-methoxy-4-hydroxy-5-all-trans-octaprenylbenzoate.